C(C)NCC n-ethyl-n-ethylamine